N-benzyl-6-bromo-[1,2,4]triazolo[1,5-a]pyridin-2-amine C(C1=CC=CC=C1)NC1=NN2C(C=CC(=C2)Br)=N1